C(C)(C)(C)OC(=O)NNC1C[C@H]2COC[C@@H](C1)N2C(=O)OC(C)(C)C tert-butyl (1R,5S,7s)-7-(2-(tert-butoxycarbonyl)hydrazineyl)-3-oxa-9-azabicyclo[3.3.1]nonane-9-carboxylate